4,5-bis(3,4-bis(mercaptomethylthio)-6-mercapto-2,5-dithiahexylthio)-1,3-dithiacyclopentane SCSC(SCSC1SCSC1SCSC(C(SCS)SCS)SCS)C(SCS)SCS